(S)-5-(1-Aminoisoquinolin-7-yl)-3-(2-(2-ethoxy-2-oxoethyl)phenoxy)-2,3-dihydro-spiro[indene-1,4'-piperidine]-1'-carboxylic acid tert-butyl ester C(C)(C)(C)OC(=O)N1CCC2(CC1)C[C@@H](C1=CC(=CC=C12)C1=CC=C2C=CN=C(C2=C1)N)OC1=C(C=CC=C1)CC(=O)OCC